ClC1=CC(=NC(=N1)C=1C=NN(C1)C)N1CC2(C1)C(CN(CC2)C(=O)OC(C)(C)C)(F)F tert-butyl 2-(6-chloro-2-(1-methyl-1H-pyrazol-4-yl) pyrimidin-4-yl)-5,5-difluoro-2,7-diazaspiro[3.5]nonane-7-carboxylate